tert-butyl (R)-(1-(6-(3-(5-(5-cyclopropylpyridin-3-yl)-1,3,4-oxadiazol-2-yl)oxetan-3-yl)pyridin-3-yl)piperidin-3-yl)carbamate C1(CC1)C=1C=C(C=NC1)C1=NN=C(O1)C1(COC1)C1=CC=C(C=N1)N1C[C@@H](CCC1)NC(OC(C)(C)C)=O